ethyl (2S)-2-((tert-butoxycarbonyl)amino)-3-(4-(4,4,5,5-tetramethyl-1,3,2-dioxaborolan-2-yl)cyclohex-3-ene-1-yl)propanoate C(C)(C)(C)OC(=O)N[C@H](C(=O)OCC)CC1CC=C(CC1)B1OC(C(O1)(C)C)(C)C